2-(4-((1-methyl-9-propyl-1,3,4,9-tetrahydro-2H-pyrido[3,4-b]indol-2-yl)methyl)-1H-1,2,3-triazol-1-yl)ethan-1-one CC1N(CCC2=C1N(C1=CC=CC=C21)CCC)CC=2N=NN(C2)CC=O